Triphenylthiopropionic acid C1(=CC=CC=C1)C(CC(=S)O)(C1=CC=CC=C1)C1=CC=CC=C1